(R)-2-(3-methyl-4-(pyridin-2-yl)piperazin-1-yl)-5-nitropyrimidine C[C@@H]1CN(CCN1C1=NC=CC=C1)C1=NC=C(C=N1)[N+](=O)[O-]